C12(CC3CC(CC(C1)C3)C2)CN2N=CC(=C2C)C(=O)O.FC=2C=NC=C(C2CC2=CC=C(C=C2)C(F)(F)F)N2N=CC=N2 3-fluoro-5-(2H-1,2,3-triazol-2-yl)-4-[[4-(trifluoromethyl)phenyl]methyl]pyridine 1-(adamantan-1-ylmethyl)-5-methyl-1H-pyrazole-4-carboxylate